FC(OC1=CC=CC=2C(N([C@H]3C=4N([C@@H](C21)C3)C3=C(N4)C=CC(=C3)C#CCCCC(=O)O)C([2H])([2H])[2H])=O)F 6-((7R,14R)-1-(difluoromethoxy)-6-(methyl-d3)-5-oxo-5,6,7,14-tetrahydro-7,14-methanobenzo[f]benzo[4,5]imidazo[1,2-a][1,4]diazocin-11-yl)hex-5-ynoic acid